C(C)(C)(C)OC(N(C)CCOC=1C(=NC=CC1)C#N)=O [2-[(2-cyanopyridin-3-yl)oxy]ethyl]-N-methylcarbamic acid tert-butyl ester